N4-(2-(2-fluorophenyl)pyridin-4-yl)-N6-(5-methyl-4-(4-(4-methylpiperazin-1-yl)piperidin-1-yl)-2-(2,2,2-trifluoroethoxy)phenyl)pyrimidine-4,6-diamine FC1=C(C=CC=C1)C1=NC=CC(=C1)NC1=NC=NC(=C1)NC1=C(C=C(C(=C1)C)N1CCC(CC1)N1CCN(CC1)C)OCC(F)(F)F